FC(COC1=NC=C(C(=C1)N1C(C(C2=CC(=CC=C12)C(=O)NC1(CCC1)CS(=O)(=O)C)(C)C)=O)F)F 1-(2-(2,2-difluoroethoxy)-5-fluoropyridin-4-yl)-3,3-dimethyl-N-(1-((methylsulfonyl)methyl)cyclobutyl)-2-oxoindoline-5-carboxamide